CN(C(=O)C1=CC2=C(N=C(N=C2)NC2=NC=C(C=C2)N2CCN(CC2)C[C@@H](CO)O)N1C1CCCC1)C 7-Cyclopentyl-2-{5-[4-((S)-2,3-dihydroxypropyl)-piperazin-1-yl]-pyridin-2-ylamino}-7H-pyrrolo[2,3-d]pyrimidine-6-carboxylic acid dimethylamide